(R)-2-(N-[4-amino-5-(4-methylbenzoyl)thiazol-2-yl]-4-fluoro-anilino)propanamide NC=1N=C(SC1C(C1=CC=C(C=C1)C)=O)N(C1=CC=C(C=C1)F)[C@@H](C(=O)N)C